O1C(OCC1)CCC(C(C)C)N1CC(C1)C=1C=C(C=2N(C1)C(=NC2F)C)C2=C(C(=O)N(C(C)C)CC)C=C(C=C2)F 2-(6-{1-[1-(1,3-dioxolan-2-yl)-4-methylpentan-3-yl]azetidin-3-yl}-1-fluoro-3-methylimidazo[1,5-a]pyridin-8-yl)-N-ethyl-5-fluoro-N-(isopropyl)benzamide